C[Si](CCOC(=O)N[C@@H](C(C)C)C(=O)N[C@@H](CCCNC(=O)N)C(=O)O)(C)C 2-(trimethylsilyl)ethoxycarbonyl-L-valyl-L-citrulline